2,6-di-bromophenylacetonitrile BrC1=C(C(=CC=C1)Br)CC#N